sulfotetrahydrothiophene S(=O)(=O)(O)C1SCCC1